5-ethynyl-N-(4-(pyrrolidin-1-ylmethyl)pyridin-2-yl)thiazolo[5,4-b]pyridin-2-amine C(#C)C1=CC=C2C(=N1)SC(=N2)NC2=NC=CC(=C2)CN2CCCC2